FC(C1CC(C1)N)(F)F (1s,3s)-3-(trifluoromethyl)cyclobutan-1-amine